S1C(=CC=2NC=CC21)C(=O)N 4H-thieno[3,2-b]Pyrrole-2-carboxamide